4-(4-(4-(4-(2,4-dioxotetrahydropyrimidin-1(2H)-yl)benzyl)piperazin-1-yl)piperidin-1-yl)-N-(4-methyl-3-((4-(pyridin-3-yl)pyrimidin-2-yl)amino)phenyl)benzamide O=C1N(CCC(N1)=O)C1=CC=C(CN2CCN(CC2)C2CCN(CC2)C2=CC=C(C(=O)NC3=CC(=C(C=C3)C)NC3=NC=CC(=N3)C=3C=NC=CC3)C=C2)C=C1